rac-(1R,2S)-2-fluorocyclobutan-1-amine hydrochloride Cl.F[C@@H]1[C@@H](CC1)N |r|